BrC1=CN(C2=CC=CC(=C12)C)C(=O)OC(C)(C)C tert-butyl 3-bromo-4-methyl-1H-indole-1-carboxylate